C[Sn](C=1N=CC=NC1)(C)C 5-(trimethylstannyl)pyrazine